3-(2,6-dichloro-3,5-dimethoxy-phenyl)-1-{6-[4-(4-ethyl-piperazin-1-yl)-phenylamino]-pyrimidin-4-yl}-methyl-urea ClC1=C(C(=C(C=C1OC)OC)Cl)NC(N(C1=NC=NC(=C1)NC1=CC=C(C=C1)N1CCN(CC1)CC)C)=O